(3S,4S)-4-{[5-(2,4-difluoro-phenyl)-isoxazole-3-carbonyl]-amino}-piperidine-1,3-dicarboxylic acid 1-tert-butyl ester C(C)(C)(C)OC(=O)N1C[C@@H]([C@H](CC1)NC(=O)C1=NOC(=C1)C1=C(C=C(C=C1)F)F)C(=O)O